2-[Bis(2-chloroethyl)amino]tetrahydro-2H-1,3,2-oxazaphosphorine 2-oxide monohydrate O.ClCCN(P1(OCCCN1)=O)CCCl